N-(3-(2-(2-hydroxyethoxy)-6-morpholino-pyridin-4-yl)-4-methylphenyl)-2-(trifluoromethyl)isonicotinamide OCCOC1=NC(=CC(=C1)C=1C=C(C=CC1C)NC(C1=CC(=NC=C1)C(F)(F)F)=O)N1CCOCC1